BrC1=CC2=CN(N=C2C=C1OC)[C@@H]1[C@H](C[C@@]2(CCN(C2)C)CC1)C |r| rac-(5r,7s,8s)-8-(5-bromo-6-methoxy-2H-indazol-2-yl)-2,7-dimethyl-2-azaspiro[4.5]Decane